S1C=C(C=C1)C(C(=O)C1=CSC=C1)=O 1,2-dithiophene-3-yl-ethane-1,2-dione